ClC=1C=CC=C2C(=CNC12)C[C@@H]1C(N(C(N1)=O)C)=O (R)-5-([7-chloro-1H-indol-3-yl]methyl)-3-methylimidazolidine-2,4-dione